ClC1C(OC2(C(C=3C(C(C2(C1)Cl)=O)=C(C(=C(C3[N+]#N)O)C)[O-])=O)C\C=C(\CCC=C(C)C)/C)(C)C 3,4a-Dichloro-9-diazonio-10a-[(2E)-3,7-dimethyl-2,6-octadien-1-yl]-8-hydroxy-2,2,7-trimethyl-5,10-dioxo-3,4,4a,5,10,10a-hexahydro-2H-benzo[g]chromen-6-olate